CSCCN1N=CC(=C1)N [2-(methylthio)ethyl]-1H-pyrazol-4-amine